S1C2=C(C=C1)C=CC=C2SC=2C=1N(C(=NC2)N2CCC3([C@@H]([C@@H](OC3)C)N)CC2)C=CN1 (3S,4S)-8-(8-(benzo[b]thiophen-7-ylthio)imidazo[1,2-c]pyrimidin-5-yl)-3-methyl-2-oxa-8-azaspiro[4.5]decan-4-amine